nitrodihydroimidazole [N+](=O)([O-])N1CNC=C1